CC=1N(N=C2C(=NN=C(C21)C)N2CCC(CC2)C(=O)NCC2N(CCC2)CC)C2=CC=CC=C2 1-(3,4-dimethyl-2-phenyl-2H-pyrazolo[3,4-d]pyridazin-7-yl)-N-((1-ethylpyrrolidin-2-yl)methyl)piperidine-4-carboxamide